5-(cyclooctylthio)-1-phenyl-1H-tetrazole C1(CCCCCCC1)SC1=NN=NN1C1=CC=CC=C1